(R)-3'-bromo-6'-hydroxy-2',4',6'-trimethylspiro[cyclopropane-1,5'-inden] BrC1=C(CC2=C[C@@](C3(C(=C12)C)CC3)(C)O)C